(N-[4-amino-5-(4-methoxybenzoyl)thiazol-2-yl]-3,4-difluoro-anilino)propionamide NC=1N=C(SC1C(C1=CC=C(C=C1)OC)=O)N(C1=CC(=C(C=C1)F)F)C(C(=O)N)C